C(CCC(=O)[O-])(=O)O[C@@H]1[C@]2(C)[C@@H](CC1)[C@@H]1CC=C3C[C@@H](CC[C@]3(C)[C@H]1CC2)O 3α-Hydroxyandrost-5-en-17β-yl succinate